ClC1=CC(=C(C=C1)C1=NN=C(C2=CC=CC=C12)N[C@H]1CN(CCC1)C)OC (R)-4-(4-chloro-2-methoxyphenyl)-N-(1-methylpiperidin-3-yl)phthalazin-1-amine